methyl N2-((R)-5-(tert-butoxy)-2-(4-(4-iodophenyl)butanamido)-5-oxopentanoyl)-N6-(tertbutoxycarbonyl)-D-lysinate C(C)(C)(C)OC(CC[C@H](C(=O)N[C@H](CCCCNC(=O)OC(C)(C)C)C(=O)OC)NC(CCCC1=CC=C(C=C1)I)=O)=O